COCCN(C(=O)Cl)CCOC N,N-bis(2-methoxyethyl)carbamoyl chloride